allyloxymagnesium C(C=C)O[Mg]